O1C(=CC=C1)CN1C(=NC2=NC=CN=C2C1=O)SCC(=O)NC=1SC=CN1 2-((3-(Furan-2-ylmethyl)-4-oxo-3,4-dihydropteridin-2-yl)thio)-N-(thiazol-2-yl)acetamide